4-{4-[(2,4-Dimethylphenoxy)methyl]-3-methoxyphenyl}-2H,4H,5H,6H,7H-pyrazolo[3,4-b]pyridin-6-on CC1=C(OCC2=C(C=C(C=C2)C2C=3C(NC(C2)=O)=NNC3)OC)C=CC(=C1)C